C(C)(C)N1C(N(C=2N=NC=3C=CC(=CC3C21)C=2C=NC(=CC2)[C@@H](C)OCCN2CCC(CC2)OC(F)(F)F)C)=O (R)-1-isopropyl-3-methyl-8-(6-(1-(2-(4-(trifluoromethoxy)piperidin-1-yl)ethoxy)ethyl)pyridin-3-yl)-1H-imidazo[4,5-c]cinnolin-2(3H)-one